3-chloro-N-(4-{1-[(2-ethylcyclopropyl)carbamoyl]cyclobutyl}phenyl)benzamide ClC=1C=C(C(=O)NC2=CC=C(C=C2)C2(CCC2)C(NC2C(C2)CC)=O)C=CC1